Cl.CN1N=CC(=C1)C=1C=C(C=2N(C1)N=CC2C#N)C2CNCC2 6-(1-Methyl-1H-pyrazol-4-yl)-4-(pyrrolidin-3-yl)pyrazolo[1,5-a]pyridine-3-carbonitrile hydrochloride